tert-Butyl 3-(7-cyano-4-methoxy-1-benzofuran-3-yl)-5,6-dihydro-2H-pyridine-1-carboxylate C(#N)C1=CC=C(C=2C(=COC21)C=2CN(CCC2)C(=O)OC(C)(C)C)OC